CNCCSSCCNC N,N'-dimethyl-cystamine